N-(tert-butyl)-2-oxo-2-(piperazin-1-yl)acetamide C(C)(C)(C)NC(C(N1CCNCC1)=O)=O